rac-(3R)-N,N-dimethyl-1-[6-[3-(6-methyl-2-pyridyl)-1H-pyrazol-4-yl]-1,5-naphthyridin-3-yl]pyrrolidin-3-amine CN([C@H]1CN(CC1)C=1C=NC2=CC=C(N=C2C1)C=1C(=NNC1)C1=NC(=CC=C1)C)C |r|